2-(2,6-dioxo-3-piperidinyl)-5-[4-[[2-(piperazin-1-ylmethyl)-7-azaspiro[3.5]non-7-yl]methyl]-1-piperidinyl]isoindoline-1,3-dione O=C1NC(CCC1N1C(C2=CC=C(C=C2C1=O)N1CCC(CC1)CN1CCC2(CC(C2)CN2CCNCC2)CC1)=O)=O